BrC1=NN(C(=C1)C(=O)OC)C[C@@H](C)NC(=O)OC(C)(C)C methyl 3-bromo-1-[(2R)-2-(tert-butoxycarbonylamino)propyl]pyrazole-5-carboxylate